FC=1C(=CC(=NC1)OC)[C@H](C(=O)N1CC2(NC3=NC(=C(C=C3CC2)C2=NC=CC=N2)C(F)(F)F)CC1)C (2R)-2-(5-fluoro-2-methoxypyridin-4-yl)-1-(6'-(pyrimidin-2-yl)-7'-(trifluoromethyl)-3',4'-dihydro-1'H-spiro[pyrrolidin-3,2'-[1,8]naphthyridine]-1-yl)propan-1-one